2-Amino-7-fluoro-4-[5-fluoro-3-[(3-fluoroazetidin-3-yl)methoxy]-7,9-dihydrofuro[3,4-f]quinazolin-6-yl]thieno[3,2-c]pyridine-3-carbonitrile NC1=C(C=2C(=NC=C(C2S1)F)C=1C2=C(C=3C=NC(=NC3C1F)OCC1(CNC1)F)COC2)C#N